BrCC=1C=C(C=CC1)S(=O)(=O)N1CCC(CC1)NC1=NC=C(C=N1)C N-(1-((3-(bromomethyl)phenyl)-sulfonyl)piperidin-4-yl)-5-methylpyrimidin-2-amine